3'-((perfluorooctane-1,8-diyl)bis(4,1-phenylene))bis(3-(trifluoromethyl)-3H-diazirine) FC(C(C(C(C(C(C(C(C1=CC=C(C=C1)C1(N=N1)C(F)(F)F)(F)F)(F)F)(F)F)(F)F)(F)F)(F)F)(F)F)(C1=CC=C(C=C1)C1(N=N1)C(F)(F)F)F